C1(=CC=CC=C1)NC(CC(C(=O)O)CCC[Si](OCC)(OCC)C)=O 3-(3-methyldiethoxysilylpropyl)succinic acid monophenylamide